COCCS(=O)(=O)CCO 2-(2-methoxyethylsulfonyl)ethanol